4-ETHOXY-2-FLUOROPHENYLBORONIC ACID C(C)OC1=CC(=C(C=C1)B(O)O)F